C1=CC(=CC=C1CCC(=O)C2=C(C=C(C=C2)O)O)O The molecule is a member of the class of dihydrochalcones that is dihydrochalcone substituted by hydroxy groups at positions 4, 2', and 4' respectively. It has a role as an anti-allergic agent, an anti-asthmatic agent, an antioxidant and a metabolite. It is a polyphenol and a member of dihydrochalcones. It derives from a dihydrochalcone.